COC1=C(CN(S(=O)(=O)C2=CC(=C(C=C2F)NC[C@H](CC(CCNC(OC(C)(C)C)=O)(C)C)[C@@H](C)NC(OC(C)(C)C)=O)C=2SC=CN2)C2=NC=NS2)C=CC(=C1)OC Di-tert-butyl ((5S,6R)-5-(((4-(N-(2,4-dimethoxybenzyl)-N-(1,2,4-thiadiazol-5-yl)sulfamoyl)-5-fluoro-2-(thiazol-2-yl)phenyl)amino)methyl)-3,3-dimethylheptane-1,6-diyl)dicarbamate